9-methyldec-8-en-1-yl 8-bromooctanoate BrCCCCCCCC(=O)OCCCCCCCC=C(C)C